BrC=1C(=C(C(=O)OC)C=CC1)F methyl 3-bromo-2-fluorobenzoate